2-(4-(benzyloxy)-2-(hydroxymethyl)-3-methoxyphenyl)-N-(2-(4-(benzyloxy)-3-methoxyphenyl)ethyl-1,1-d2)acetamide C(C1=CC=CC=C1)OC1=C(C(=C(C=C1)CC(=O)NC(CC1=CC(=C(C=C1)OCC1=CC=CC=C1)OC)([2H])[2H])CO)OC